6-(5-Chloro-1,3-benzoxazol-2-yl)-6-azaspiro[3.4]octan-2-amine 2,2,2-trifluoroacetic acid salt FC(C(=O)O)(F)F.ClC=1C=CC2=C(N=C(O2)N2CC3(CC(C3)N)CC2)C1